CC1=NC=2CCC3(CCN(CC3)C(=O)OC(C)(C)C)CC2C(N1)=O 1,1-di(methyl)ethyl 2-methyl-4-oxidanylidene-spiro[3,5,7,8-tetrahydroquinazoline-6,4'-piperidine]-1'-carboxylate